FC=1C=CC(=NC1)N 5-fluoropyridin-2-amine